SPIRO[1,3-BENZOXAZINE-2,1'-CYCLOBUTANE]-4-YL TRIFLUOROMETHANESULFONATE FC(S(=O)(=O)OC1=NC2(CCC2)OC2=C1C=CC=C2)(F)F